2-bromo-3-nitro-1H-pyrrole BrC=1NC=CC1[N+](=O)[O-]